2'-chloro-5'-methoxy-6-methyl-N-(5-((5-(3-methyloxetan-3-yl)pyridin-2-yl)methoxy)-1,3,4-thiadiazol-2-yl)-[4,4'-bipyridine]-3-carboxamide ClC1=NC=C(C(=C1)C1=C(C=NC(=C1)C)C(=O)NC=1SC(=NN1)OCC1=NC=C(C=C1)C1(COC1)C)OC